5-(5-((4-(1,2,4,5-tetrazin-3-yl)benzyl)carbamoyl)pyridin-2-yl)-2,4-dimethoxy-8-methyl-5H-dibenzo[b,d]thiophen-5-ium trifluoromethanesulfonate FC(S(=O)(=O)[O-])(F)F.N1=NC(=NN=C1)C1=CC=C(CNC(=O)C=2C=CC(=NC2)[S+]2C3=C(C4=C2C=CC(=C4)C)C=C(C=C3OC)OC)C=C1